NOCCOC=C 1-[2-(Aminooxy)ethoxy]ethylene